ClC1=NC=2C=C(C=CC2C2=C1COC2)CN(C(=O)C=2C=NC=C(C2)C#N)C=2C(=NC=CC2)C(F)(F)F N-({4-chloro-1H,3H-furo[3,4-c]quinolin-7-yl}methyl)-5-cyano-N-[2-(trifluoromethyl)pyridin-3-yl]pyridine-3-carboxamide